tert-Butyl 4-(5-(2-((methylsulfonyl)oxy)ethyl)pyridin-2-yl)piperazine-1-carboxylate CS(=O)(=O)OCCC=1C=CC(=NC1)N1CCN(CC1)C(=O)OC(C)(C)C